chloro-6-methoxypyrimidine-4-carbonitrile ClC1=NC(=CC(=N1)C#N)OC